2-(pyridin-2-yl)-4,6-bis(4-(pyridin-3-yl)phenyl)phenol N1=C(C=CC=C1)C1=C(C(=CC(=C1)C1=CC=C(C=C1)C=1C=NC=CC1)C1=CC=C(C=C1)C=1C=NC=CC1)O